4-(1-carboxyvinyl)benzoic acid C(=O)(O)C(=C)C1=CC=C(C(=O)O)C=C1